methylsilylene-bis(2-ethyl-4-methylinden-1-yl)hafnium C[SiH]=[Hf](C1C(=CC2=C(C=CC=C12)C)CC)C1C(=CC2=C(C=CC=C12)C)CC